C1CCC2=C(C=3CCCC3C=C12)NC(=O)N=[S@@](=O)(N)C (S)-N'-((1,2,3,5,6,7-hexahydro-s-indacen-4-yl)carbamoyl)methane-sulfonimidamide